methyl N-(1-((1,2-dibromoethyl)sulfonyl)azetidine-3-carbonyl)-N-methyl-L-valinate BrC(CBr)S(=O)(=O)N1CC(C1)C(=O)N([C@@H](C(C)C)C(=O)OC)C